methyl 4-[1-[amino(cyclobutyl)methyl]-2-ethoxy-2-oxo-ethyl]-7-bromo-2,3-dihydrothieno[3,4-b][1,4]oxazine-5-carboxylate NC(C(C(=O)OCC)N1C=2C(OCC1)=C(SC2C(=O)OC)Br)C2CCC2